C(#N)C1=CC=C(S1)NC(=O)C1=CC2=C(OCCC3=C2SC=C3)C=C1C=1C(=NC(=CC1)C(NCCC)=O)C(=O)O 3-(9-((5-cyanothiophen-2-yl)carbamoyl)-4,5-dihydrobenzo[b]thieno[2,3-d]oxepin-8-yl)-6-(propylcarbamoyl)picolinic acid